OCCC1=C(OC2=C(C=C(C=C2)S(=O)(=O)C)C=2C3=C(C(N(C2)C)=O)NC=C3)C=CC=C1 4-{2-[2-(2-hydroxyethyl)phenoxy]-5-(methylsulfonyl)phenyl}-6-methyl-1,6-dihydro-7H-pyrrolo[2,3-c]pyridin-7-one